C(C)(=O)N1C[C@@]2(CC1)N(C(CN(C2=O)C2=C(C=C(C#N)C=C2)F)=O)CC2=CC=C(C=C2)C(F)(F)F (R)-4-(2-acetyl-7,10-dioxo-6-(4-(trifluoromethyl)benzyl)-2,6,9-triazaspiro[4.5]decan-9-yl)-3-fluorobenzonitrile